1,2,3-triazol-4-carboxylate N1N=NC(=C1)C(=O)[O-]